tert-butyl-(S)-pyrrolidine-3-carbonitrile C(C)(C)(C)N1C[C@H](CC1)C#N